O=C1CN(CCN1)C(=O)OC(C)(C)C tert-butyl (3-oxopiperazin-1-yl)carboxylate